(RS)-4-Chloro-2-fluoro-N-(4-morpholin-2-yl-phenyl)-benzamid ClC1=CC(=C(C(=O)NC2=CC=C(C=C2)[C@@H]2CNCCO2)C=C1)F |r|